OC1=C(C=C2C(=C(C(OC2=C1C=O)=O)CC(=O)N1CCN(CC1)C)C)OC 7-hydroxy-6-methoxy-4-methyl-3-(2-(4-methylpiperazin-1-yl)-2-oxoethyl)-2-oxo-2H-chromene-8-carboxaldehyde